C1(CC1)C1=CC(=NC=C1)S(=O)(=O)NC1=CC=NC2=CC=CN=C12 4-Cyclopropyl-N-(1,5-naphthyridin-4-yl)pyridine-2-sulfonamide